BrC=1N=C2C(=NC1)N(C=C2C2=CC(=C(C(=O)N(C[C@H]1COCC1)C)C=C2)C)S(=O)(=O)C2=CC=C(C)C=C2 (S)-4-(2-bromo-5-tosyl-5H-pyrrolo[2,3-b]pyrazin-7-yl)-N,2-dimethyl-N-((tetrahydrofuran-3-yl)methyl)benzamide